methyl 2-chloro-4-hydroxy-5-iodobenzoate ClC1=C(C(=O)OC)C=C(C(=C1)O)I